COC([C@H]([C@@H](C1=CC=CC=C1)O)NC(=O)OC(C)(C)C)=O.C(C)(C)(C)OC(=O)N[C@H](C(=O)O)[C@@H](C1=CC=CC=C1)O (2S,3R)-2-((tert-Butoxycarbonyl) amino)-3-hydroxy-3-phenylpropionate methyl-(2S,3R)-2-((tert-butyloxycarbonyl)amino)-3-hydroxy-3-phenyl-propanoate